3-(3,3-difluoropyrrolidin-1-yl)-2,2,4,4-tetramethylcyclobutan-1-amine FC1(CN(CC1)C1C(C(C1(C)C)N)(C)C)F